NCC(=O)NCCCN=[N+]=[N-] 2-Amino-N-(3-azidopropyl)acetamide